2-chloro-4-methoxyphenylboronic acid ClC1=C(C=CC(=C1)OC)B(O)O